FC(C1=NN(C=C1[N+](=O)[O-])C1CN(C1)C1CCN(CC1)C(C)=O)F 1-(4-(3-(3-(Difluoromethyl)-4-nitro-1H-pyrazol-1-yl)azetidin-1-yl)piperidin-1-yl)ethanone